ClCC(C(C)(F)F)=O 1-chloro-3,3-difluorobutan-2-one